N=1C=NN2C1C=C(C=C2)OC2=C(C=C(C=C2)NC2=NC=NC1=CC=C(C=C21)O[C@H]2CN(CC2)C(=O)OC(C)(C)C)C tert-butyl (R)-3-((4-((4-([1,2,4]triazolo[1,5-a]pyridin-7-yloxy)-3-methylphenyl)amino)quinazolin-6-yl)oxy)pyrrolidine-1-carboxylate